4-amino-N-(cyclopropylmethyl)-7-fluoro-N-((5-(trifluoromethyl)pyridin-2-yl)methyl)pyrrolo[1,2-a]quinoxaline-8-carboxamide NC=1C=2N(C3=CC(=C(C=C3N1)F)C(=O)N(CC1=NC=C(C=C1)C(F)(F)F)CC1CC1)C=CC2